(R)-N-(1-(4-(4-amino-1-cyclopentyl-7-oxo-6,7-dihydro-1H-pyrrolo[2,3-d]pyridazin-3-yl)phenyl)ethyl)-5-fluoro-2-methoxybenzamide NC=1C2=C(C(NN1)=O)N(C=C2C2=CC=C(C=C2)[C@@H](C)NC(C2=C(C=CC(=C2)F)OC)=O)C2CCCC2